FC1=C(C(=O)N[C@H](C)C=2C=NC(=NC2)C(F)(F)F)C=C(C=C1C=1SC(=CN1)C)OC1COC1 (R)-2-fluoro-3-(5-methylthiazol-2-yl)-5-(oxetan-3-yloxy)-N-(1-(2-(trifluoromethyl)pyrimidin-5-yl)ethyl)benzamide